C(=O)(O)C(CC1=CC=C(C=C1)OCCOCC)N1CCN(CCN(CCN(CC1)CC(=O)[O-])C(C(=O)[O-])COC)CC(=O)[O-].[Gd+3] gadolinium 2-[7-{1-carboxy-2-[4-(2-ethoxyethoxy)phenyl]ethyl}-4,10-bis(carboxylatomethyl)-1,4,7,10-tetraazacyclododecan-1-yl]-3-methoxypropanoate